4-benzyl-8-(2-(3-methyl-1,2,4-oxadiazol-5-yl)-2-azaspiro[3.3]hept-6-yl)-1-oxa-3,8-diazaspiro[4.5]decan-2-one C(C1=CC=CC=C1)C1NC(OC12CCN(CC2)C2CC1(CN(C1)C1=NC(=NO1)C)C2)=O